N1=CC(=CC=C1)N1CC(C1)OC(=O)N1CC=2C(=NC(=C(C2C1)C)C)NC 1-(Pyridin-3-yl)azetidin-3-yl-6,7-dimethyl-4-(methylamino)-1,3-dihydro-2H-pyrrolo[3,4-c]pyridine-2-carboxylate